C(CCCCC)(=O)OC/C=C(/CCC[C@@H](CCC[C@@H](CCCC(C)C)C)C)\C phytol caproate